(R)-6-(3-amino-6-(4-(dimethylamino)chroman-6-yl)-5-fluoropyrazin-2-yl)-8-fluoro-3,4-dihydroisoquinolin-1(2H)-one NC=1C(=NC(=C(N1)F)C=1C=C2[C@@H](CCOC2=CC1)N(C)C)C=1C=C2CCNC(C2=C(C1)F)=O